C(C1=CC=CC=C1)OC1=CC=C(C2=C1N=C(O2)N2CC1N(C(C2)C1)C(=O)OC(C)(C)C)C=1SC=C(N1)C tert-Butyl 3-(4-(benzyloxy)-7-(4-methylthiazol-2-yl)benzo[d]oxazol-2-yl)-3,6-diazabicyclo[3.1.1]heptane-6-carboxylate